C(C)(=O)C1=NC(=NN1CC)C=1C=C2C(=CN(C(C2=CC1F)=O)C1=C(C=CC=C1)C)C(C)C 6-(5-acetyl-1-ethyl-1H-1,2,4-triazol-3-yl)-7-fluoro-4-isopropyl-2-(o-tolyl)isoquinolin-1(2H)-one